alpha-D-glucuronate O[C@@H]1[C@H](O)[C@@H](O)[C@H](O)[C@H](O1)C(=O)[O-]